[1,2,3]thiadiazol-5-ylamine S1N=NC=C1N